4-chloro-2-methyl-5,7-dihydrothieno[3,4-d]pyrimidine ClC=1C2=C(N=C(N1)C)CSC2